O=C(CCCN1N=C2C(=CC=CC2=C1)C(=O)N)NC1CCN(CC1)C1=NC=C(C=N1)C(F)(F)F 2-(4-Oxo-4-((1-(5-(trifluoromethyl)pyrimidin-2-yl)piperidin-4-yl)amino)butyl)-2H-indazole-7-carboxamide